N-(4-(1,4-dimethyl-1H-pyrazol-5-yl)-2-fluorobenzyl)-5,6,7,8-tetrahydroquinolin-8-amine CN1N=CC(=C1C1=CC(=C(CNC2CCCC=3C=CC=NC23)C=C1)F)C